4-nitro-3-benzoylchloropyrazole [N+](=O)([O-])C=1C(=NNC1Cl)C(C1=CC=CC=C1)=O